ClC1=CC=C(CN2C(SCC2=O)=O)C=C1 (4-chlorobenzyl)-2,4-thiazolidinedione